4-[8-({8-fluoro-2-methylimidazo[1,2-a]pyridin-6-yl}carbamoyl)-3-methoxyquinoxalin-5-yl]piperazine-1-carboxylic acid tert-butyl ester C(C)(C)(C)OC(=O)N1CCN(CC1)C1=C2N=C(C=NC2=C(C=C1)C(NC=1C=C(C=2N(C1)C=C(N2)C)F)=O)OC